C(C)(C)(C)NS(=O)(=O)C1=CC(=CC=C1)C(=O)N1CC2(C3=CC(=C(C=C13)F)S(=O)(=O)C)CCC1(CC2)CC1 N-(tert-butyl)-3-(6''-fluoro-5''-(methylsulfonyl)dispiro[cyclopropane-1,1'-cyclohexane-4',3''-indoline]-1''-carbonyl)benzenesulfonamide